NCCCCOC1=CC(=NC(=C1)CN(CC1=CC=CC(=N1)C(=O)O)CC1=CC=CC(=N1)C(=O)O)CN(CC1=CC=CC(=N1)C(=O)O)CC1=CC=CC(=N1)C(=O)O 6,6',6'',6'''-((((4-(4-aminobutoxy)pyridine-2,6-diyl)bis(methylene))bis(azanetriyl))tetrakis(methylene))tetrapicolinic acid